(2S)-1-(1,3-benzodioxol-5-yl)-N-methylpropan-2-amine O1COC2=C1C=CC(=C2)C[C@H](C)NC